1-(3-chloro-2-fluorobenzyl)-4-((3-fluoro-5-methyl-6-((5-methyl-1H-pyrazol-3-yl)amino)-4-propionyl-pyridin-2-yl)methyl)piperidine-4-carboxylic acid ClC=1C(=C(CN2CCC(CC2)(C(=O)O)CC2=NC(=C(C(=C2F)C(CC)=O)C)NC2=NNC(=C2)C)C=CC1)F